C1(CC1)C=1C(=CC(=C(C(=O)O)C1)F)OCC1CC1 5-cyclopropyl-4-(cyclopropylmethoxy)-2-fluorobenzoic acid